C(C)(=O)OC1=CC=C(O[C@@H](C(=O)N)C)C=C1 R-(+)-2-(4-acetoxyphenoxy)propanamide